C(CCC)C1C2C=CC(C1)C2 5-n-butylbicyclo[2.2.1]hept-2-ene